N-(6-FORMYLPYRIDIN-2-YL)PIVALAMIDE C(=O)C1=CC=CC(=N1)NC(C(C)(C)C)=O